NCC1(CCN(CC1)C=1N=CC(=NC1)SC=1C(=C(C=CC1)NC(=O)NS(=O)(=O)C1=CC=CC=C1)Cl)C N-((3-((5-(4-(aminomethyl)-4-methylpiperidin-1-yl)pyrazin-2-yl)thio)-2-chlorophenyl)carbamoyl)benzenesulfonamide